Cl.[Cl-].NCCCCCCNC(=O)OC(C)[N+]1=C(N(C=C1)CC1CCC=2N(C3=CC=CC=C3C2C1=O)C)C 3-[1-[[[(6-aminohexyl)amino]carbonyl]oxy]ethyl]-2-methyl-1-[(2,3,4,9-tetrahydro-9-methyl-4-oxo-1H-carbazol-3-yl)methyl]-1H-imidazolium chloride hydrochloride